C1(=CC=CC=C1)N(C1=CC=C(/C=C/C=2C=C3C=CC(=CC3=CC2)C2=C(C=CC=C2)C2=CC=C(NC3=CC=CC=C3)C=C2)C=C1)C1=CC=CC=C1 4-((E)-2-(6-((E)-4-(diphenylamino)styryl)naphthalen-2-yl)phenyl)-N-phenylaniline